phenyl(piperidine) C1(=CC=CC=C1)N1CCCCC1